C[C@@]1(CC[C@@H]2[C@]3(CCCC([C@@H]3CC[C@]2(C1)O)(C)C)C)C=C The molecule is an isopimarane diterpenoid that is isopimarane in which the ethyl subtituent at position 13 has undergone formal dehydrogenation to the corresponding vinyl group, and in which the hydrogen at position 8 has been replaced by a hydroxy group. It has been found in the leaves of several plants, including Cryptomeria japonica and Isodon rubescens. It has a role as a plant metabolite, a volatile oil component and an antioxidant. It is an isopimarane diterpenoid, a carbotricyclic compound, a tertiary alcohol and an olefinic compound.